C(C)(C)(C)OC(=O)N1CC(C1)(OCC(=C)C)CC=C 3-allyl-3-((2-methylallyl)oxy)azetidine-1-carboxylic acid tert-butyl ester